N1(CCCC1)C1=CC=C(C=C1)B1OC(C)(C)C(C)(C)O1 4-(1-pyrrolidinyl)-phenylboronic acid pinacol ester